ClC1=NC=C(C(=N1)NC=1C=C(C=CC1F)NC(OC(C)(C)C)=O)[N+](=O)[O-] tert-butyl (3-((2-chloro-5-nitropyrimidin-4-yl)amino)-4-fluorophenyl)carbamate